C(#N)C1=C(N=C(S1)N(C1=C(N=C2N1C=C(C=C2)C=2C=CC(=NC2)N2CCC(CC2)C(=O)OC)CC)C)C2=CC=C(C=C2)F methyl 1-(5-(3-((5-cyano-4-(4-fluoro phenyl)thiazol-2-yl)(methyl)amino)-2-ethylimidazo[1,2-a]pyridin-6-yl)pyridin-2-yl)piperidine-4-carboxylate